C(C)(=O)N1CC(N(CC1)CC1=C2C=CNC2=C(C=C1OC)C)C1=CC=C(C(=O)O)C=C1 4-(4-Acetyl-1-((5-methoxy-7-methyl-1H-indol-4-yl)methyl)piperazin-2-yl)benzoic acid